C[C@H](CCC(=O)NCC(=O)[O-])[C@H]1CC[C@@H]2[C@@]1([C@H](C[C@H]3[C@H]2CC[C@H]4[C@@]3(CC[C@H](C4)O)C)O)C.[Na+] The molecule is a bile acid salt that is the sodium salt of glycodeoxycholic acid. It has a role as a human metabolite. It is a bile acid salt and an organic sodium salt. It contains a glycodeoxycholate.